ClC1=C(C(=C(N=N1)OC1=CC(=CC=C1)C(F)(F)F)C(=O)OC)C=C methyl 6-chloro-3-[3-(trifluoromethyl)phenoxy]-5-vinyl-pyridazine-4-carboxylate